oxa-6-azaspiro[3.3]heptane O1CCC12CNC2